p-phenylene tetra(2,4,6-tribromophenyl) diphosphate P(=O)(OC1=CC=C(C=C1)OP(=O)(OC1=C(C=C(C=C1Br)Br)Br)OC1=C(C=C(C=C1Br)Br)Br)(OC1=C(C=C(C=C1Br)Br)Br)OC1=C(C=C(C=C1Br)Br)Br